C(=O)[O-].C(C)N1C=[N+](C2=C1C=C(C=C2)OC)CCO 1-ethyl-3-(2-hydroxyethyl)-6-methoxy-1H-1,3-benzodiazol-3-ium formate